C(C1=CC=CC=C1)OC=1C2=CC=CC=C2C(=C2C=CC=CC12)C 9-benzyloxy-10-methylanthracene